C(C)C1=CC=C(C=C1)CC=1C(=NN(C1C)C(C)C)O[C@H]1[C@H](O)[C@@H](O)[C@H](O)[C@H](O1)COC(=O)OCC(C)C 4-[(4-ethylphenyl)methyl]-3-(6-O-isobutoxycarbonyl-β-D-glucopyranosyloxy)-1-isopropyl-5-methyl-pyrazole